ClC=1C(=C(C=CC1)C=1N=C(C2=C(N1)CCC2)NCC2=CC=C(C=C2)C=2N(C=C(N2)C(F)(F)F)C)F 2-(3-chloro-2-fluorophenyl)-N-(4-(1-methyl-4-(trifluoromethyl)-1H-imidazol-2-yl)benzyl)-6,7-dihydro-5H-cyclopenta[d]pyrimidin-4-amine